C(=O)=C(C=CC=O)C 4-carbonyl-2-pentenal